4'-isopropyl-[1,1'-biphenyl]-4-carboxylic acid C(C)(C)C1=CC=C(C=C1)C1=CC=C(C=C1)C(=O)O